phenyl[(biphenylyl)dibenzofuranyl](dimethylfluorenyl)triazine C1(=CC=CC=C1)C1=C(C(=NN=N1)C1=C(C(=CC=2C3=CC=CC=C3CC12)C)C)C1=C(C=CC=2OC3=C(C21)C=CC=C3)C3=C(C=CC=C3)C3=CC=CC=C3